C(C)(C)(C)OC(=O)N1CC(C1)CC1=C(C=C(C=C1)Br)F.C1(=CC=CC2=CC=CC=C12)C(C)S(=O)(=O)N naphthalen-1-yl-ethanesulfonamide tertbutyl-3-(4-bromo-2-fluorobenzyl)azetidine-1-carboxylate